NC1=NC=C(C(=C1C1=C(C=C(C=C1)O)F)CC)C1=CC=C(C=C1)O 4-[2-amino-4-ethyl-5-(4-hydroxyphenyl)-3-pyridyl]-3-fluoro-phenol